OC(CCCCCCCCCC(=O)O)CC=CCCCCCCC 11-Hydroxy-heneicos-13-enoic acid